2-(4-bromophenyl)dibenzothiophene 5,5-dioxide BrC1=CC=C(C=C1)C1=CC2=C(S(C3=C2C=CC=C3)(=O)=O)C=C1